Tert-butyl (S,E)-((2-(3-(6-(benzyloxy)naphthalen-2-yl)-1,2,4-oxadiazol-5-yl)pyrrolidin-1-yl)((tert-butoxycarbonyl)amino)methylene)carbamate C(C1=CC=CC=C1)OC=1C=C2C=CC(=CC2=CC1)C1=NOC(=N1)[C@H]1N(CCC1)\C(\NC(=O)OC(C)(C)C)=N\C(OC(C)(C)C)=O